FC1=CC(=C(C=C1)N1CN(C(C=2C1=NC(=NC2)C(F)(F)F)=O)C=2C(=NC(=CC2)OC)C)C 1-(4-fluoro-2-meth-ylphenyl)-3-(6-methoxy-2-methyl-pyridin-3-yl)-7-(trifluoromethyl)-2,3-dihydropyrimido[4,5-d]pyrimidin-4(1H)-one